N-[(1R)-1-(4-carbamimidoylthiophen-2-yl)ethyl]-4-fluoro-4-(fluoromethyl)-1-(2-{[4-(4-fluorophenoxy)phenyl]formamido}acetyl)pyrrolidine-2-carboxamide C(N)(=N)C=1C=C(SC1)[C@@H](C)NC(=O)C1N(CC(C1)(CF)F)C(CNC(=O)C1=CC=C(C=C1)OC1=CC=C(C=C1)F)=O